2-bromo-6-(4-cyclopentyl-4H-1,2,4-triazol-3-yl)pyridine BrC1=NC(=CC=C1)C1=NN=CN1C1CCCC1